methyl N-(O-acetyl-N-(5-(4-((tert-butoxycarbonyl)amino)phenyl)thiophene-3-carbonyl)-L-seryl)-O-(tert-butyldiphenylsilyl)-L-serinate C(C)(=O)OC[C@H](NC(=O)C1=CSC(=C1)C1=CC=C(C=C1)NC(=O)OC(C)(C)C)C(=O)N[C@@H](CO[Si](C1=CC=CC=C1)(C1=CC=CC=C1)C(C)(C)C)C(=O)OC